C(C)(C)(C)OC(=O)N1C(CC[C@H]1C(C(C(=O)OCC)N1N=C2C(=C(C=C(C2=C1)C(F)F)Br)C)=O)(C)C (5S)-5-[2-[6-bromo-4-(difluoromethyl)-7-methyl-indazol-2-yl]-3-ethoxy-3-keto-propanoyl]-2,2-dimethyl-pyrrolidine-1-carboxylic acid tert-butyl ester